(1-(2-methoxyethoxy)propane) gadolinium [Gd].COCCOCCC